C1=CC=CC=2C3=CC=CC=C3C(C12)COC(=O)NC1=CC=C(C(=O)O)C=C1 4-((((9H-fluoren-9-yl)methoxy)carbonyl)amino)benzoic acid